(S)-2-((S)-1-((tert-butoxycarbonyl)amino)-1,3-dihydrospiro[indene-2,4'-piperidine]-1'-yl)-5-(2,3-dichlorophenyl)-6-methylpyrimidine-4-carboxylic acid C(C)(C)(C)OC(=O)N[C@@H]1C2=CC=CC=C2CC12CCN(CC2)C2=NC(=C(C(=N2)C(=O)O)C2=C(C(=CC=C2)Cl)Cl)C